(2S)-3-(2-chlorophenyl)-2-{[2-(pyridin-4-yl)acetyl]amino}propanoic acid ClC1=C(C=CC=C1)C[C@@H](C(=O)O)NC(CC1=CC=NC=C1)=O